S1C2=C(C=C1)C(=CC=C2)N2CCN(C1CCC21)CC[C@@H]2CC[C@H](CC2)N trans-4-(2-(5-(benzo[b]thiophen-4-yl)-2,5-diazabicyclo[4.2.0]oct-2-yl)ethyl)cyclohexane-1-amine